N-(2-{octahydropyrrolo[3,2-b]pyrrol-1-yl}-2-oxoethyl)-4-(trifluoromethyl)pyridine-2-carboxamide hydrochloride Cl.N1(C2C(CC1)NCC2)C(CNC(=O)C2=NC=CC(=C2)C(F)(F)F)=O